1-(9-(3-chlorobenzyl)-1-methyl-β-carbolin-6-yl)-3-(4-fluorophenyl)urea ClC=1C=C(CN2C3=CC=C(C=C3C=3C=CN=C(C23)C)NC(=O)NC2=CC=C(C=C2)F)C=CC1